9-[1-[[6-chloro-2-(1-methylpyrazol-4-yl)-3-pyridinyl]amino]ethyl]-3-[1-(2-hydroxyethyl)-3-piperidinyl]-4,7-dimethyl-pyrazolo[3,4-c]isoquinolin-5-one ClC1=CC=C(C(=N1)C=1C=NN(C1)C)NC(C)C=1C=2C3=C(N(C(C2C=C(C1)C)=O)C)N(N=C3)C3CN(CCC3)CCO